(5-(3-methyl-4-(trifluoromethoxy)phenyl)thiophen-2-yl)methanamine CC=1C=C(C=CC1OC(F)(F)F)C1=CC=C(S1)CN